4-CYCLOPROPOXY-5-(METHYLAMINO)NICOTINALDEHYDE C1(CC1)OC1=C(C=NC=C1C=O)NC